bis(3-aminophenyl)biphenyl-3,3'-diamine NC=1C=C(C=CC1)C1=C(C(=C(C=C1)C1=CC(=CC=C1)N)C1=CC(=CC=C1)N)N